C(#N)[C@H](CC1=C(C=C(C=C1)C=1CCN(CC1)C1COC1)F)NC(=O)[C@H]1OCCCNC1 (S)-N-((S)-1-cyano-2-(2-fluoro-4-(1-(oxetan-3-yl)-1,2,3,6-tetrahydropyridin-4-yl)phenyl)ethyl)-1,4-oxazepane-2-carboxamide